BrCCCCCCCCCCCCCCSC([C@@H](C(=O)N1[C@@H](C[C@H](C1)O)C(=O)NCC1=CC=C(C=C1)C1=C(N=CS1)C)NC(=O)C1(CC1)F)(C)C (2S,4R)-1-[(2R)-3-(14-bromotetradecylsulfanyl)-2-[(1-fluorocyclopropanecarbonyl)amino]-3-methyl-butanoyl]-4-hydroxy-N-[[4-(4-methylthiazol-5-yl)phenyl]methyl]pyrrolidine-2-carboxamide